ClC1=CC=C(C=C1)C1=NOC(=N1)N1CCC(CC1)C(=O)O (3-(4-Chlorophenyl)-1,2,4-oxadiazol-5-yl)piperidine-4-carboxylic acid